(R)-N-(7-(4-amino-1-(piperidin-3-yl)-1H-pyrazolo[3,4-d]pyrimidin-3-yl)benzo[d][1,3]dioxol-4-yl)-4-chlorobenzamide NC1=C2C(=NC=N1)N(N=C2C2=CC=C(C1=C2OCO1)NC(C1=CC=C(C=C1)Cl)=O)[C@H]1CNCCC1